BrC1=NC(=C(C=C1CC(C(C)(C)C)NC(O)=O)O)Cl (1-(2-bromo-6-chloro-5-hydroxypyridin-3-yl)-3,3-dimethylbut-2-yl)carbamic acid